2-(((6-(decyl(2-hydroxyethyl)amino)hexanoyl)oxy)methyl)-2-methylmalonate C(CCCCCCCCC)N(CCCCCC(=O)OCC(C(=O)[O-])(C(=O)[O-])C)CCO